(S)-2-((1-(2-(bis(3-methylphenyl)methylene)hydrazineyl)-1-oxopropan-2-yl)carbamoyl)-4-methoxypyridin-3-yl propionate C(CC)(=O)OC=1C(=NC=CC1OC)C(N[C@H](C(=O)NN=C(C1=CC(=CC=C1)C)C1=CC(=CC=C1)C)C)=O